ClC1=C(C(=O)OC(C)C)C=C(C(=C1)F)N1ON2C(=CC=CC2)O1 isopropyl (S)-2-chloro-5-(1,3-dioxaimidazo[1,5-a]pyridin-2(3H)-yl)-4-fluorobenzoate